6-hydroxy-3-methyl-5,7-dioxo-2,3,5,7,11,11a-hexahydro[1,3]oxazolo[3,2-a]pyrido[1,2-d]pyrazine-8-carboxamide OC=1C(C(=CN2CC3N(C(C21)=O)C(CO3)C)C(=O)N)=O